BrC=1C=C(C=CC1)NC(CCCN1C(C2=CC=CC=C2C1=O)=O)=O N-(3-bromophenyl)-4-(1,3-dioxoisoindolin-2-yl)butanamide